N-[(1R,3s,5S)-1,5-Dimethyl-8-azabicyclo[3.2.1]octan-3-yl]-5-[5-(1H-imidazol-1-yl)pyrazin-2-yl]-N-methyl[1,3]thiazolo[5,4-d][1,3]thiazol-2-amin Hydrochlorid Cl.C[C@]12CC(C[C@](CC1)(N2)C)N(C=2SC=1N=C(SC1N2)C2=NC=C(N=C2)N2C=NC=C2)C